tert-butyl 3-(2-(3-((2-((S)-2-acetamido-4-(tert-butoxy)-4-oxobutanamido)-2-(1-methyl-1H-pyrazol-4-yl)acetamido)methyl)-4-methylphenoxy)ethyl)piperidine-1-carboxylate C(C)(=O)N[C@H](C(=O)NC(C(=O)NCC=1C=C(OCCC2CN(CCC2)C(=O)OC(C)(C)C)C=CC1C)C=1C=NN(C1)C)CC(=O)OC(C)(C)C